(2s,3aR,5r,6aS)-N2-(5-chloro-4-(5-cyano-2,2-dimethyl-2,3-dihydro-1H-pyrrolizin-7-yl)pyridin-2-yl)-N5-methyl-octahydropentalene-2,5-dicarboxamide ClC=1C(=CC(=NC1)NC(=O)C1C[C@@H]2CC(C[C@@H]2C1)C(=O)NC)C=1C=C(N2CC(CC12)(C)C)C#N